N-(2-phenylpropan-2-yl)benzamide C1(=CC=CC=C1)C(C)(C)NC(C1=CC=CC=C1)=O